O1C=C(C2=C1C=CC=C2)C[C@H](NC(CC2=CC=C1C(=C2)OCCC12CC2)=O)B(O)O (R)-(2-(benzofuran-3-yl)-1-(2-(spiro[chroman-4,1'-cyclopropane]-7-yl)acetamido)ethyl)boronic acid